C(#N)C1=CC(=C(OCC2=NC=CC(=N2)O[C@@H]2C[C@@H](N(CC2)C(=O)OC(C)(C)C)C)C=C1)F tert-Butyl (2S,4S)-4-((2-((4-cyano-2-fluorophenoxy)methyl)pyrimidin-4-yl)oxy)-2-methylpiperidine-1-carboxylate